FC(C=1C(=C(C=CC1)[C@@H](C)NC=1C=2C(N=C(N1)C)=C(C(N(C2)C2(CC2)CF)=O)C2(COC2)OC)F)F (R)-4-((1-(3-(difluoromethyl)-2-fluorophenyl)ethyl)amino)-6-(1-(fluoromethyl)cyclopropyl)-8-(3-Methoxyoxetan-3-yl)-2-methylpyrido[4,3-d]pyrimidin-7(6H)-one